triethoxy(fluoro)silane C(C)O[Si](F)(OCC)OCC